L-9-hydroxyxanthene OC1C2=CC=CC=C2OC=2C=CC=CC12